(S)-4-(7-(3-aminopiperidin-1-yl)-3-(4-trifluoromethoxyphenyl)quinoxalin-2-yl)benzonitrile N[C@@H]1CN(CCC1)C1=CC=C2N=C(C(=NC2=C1)C1=CC=C(C#N)C=C1)C1=CC=C(C=C1)OC(F)(F)F